C(C1=CC=CC=C1)=[Ru](Cl)Cl benzylidenedichlororuthenium